[3-[6-[(3R)-3-Hydroxy-3-(trifluoromethyl)pyrrolidin-1-yl]-3-pyridyl]azetidin-1-yl]-[(3S)-3-(1H-1,2,4-triazol-5-yl)pyrrolidin-1-yl]methanone O[C@]1(CN(CC1)C1=CC=C(C=N1)C1CN(C1)C(=O)N1C[C@H](CC1)C1=NC=NN1)C(F)(F)F